4,6-dimethylbenzeneimine CC1=CCC(C(=C1)C)=N